α,α,3-trifluoro-5-(trifluoromethyl)-phenylacetic acid FC(C(=O)O)(F)C1=CC(=CC(=C1)C(F)(F)F)F